3-(2-chloro-5-methoxypyrimidin-4-yl)-7-methoxy-1H-indole ClC1=NC=C(C(=N1)C1=CNC2=C(C=CC=C12)OC)OC